ClC1=CC2=C(N(N=C2C=C1)[C@@H](C)C1CCC(CC1)C1=NC2=CC(=C(C=C2C=C1)F)[2H])OC ((1s,4s)-4-((R)-1-(5-chloro-3-methoxy-2H-indazol-2-yl)ethyl)cyclohexyl)-6-fluoroquinoline-7-d